CC1C(C(C2(C1)CCN(CC2)C(=O)OC(C)(C)C)C(=O)OCC)=O 8-(tert-butyl) 1-ethyl 3-methyl-2-oxo-8-azaspiro[4.5]decane-1,8-dicarboxylate